(S)-1-[(2S)-6,6-dimethylmorpholin-2-yl]ethan-1-ol CC1(O[C@@H](CNC1)[C@H](C)O)C